1-(4-((6-chloropyridazin-3-yl)oxy)phenyl)-3-(4-bromophenyl)-2-propen-1-one ClC1=CC=C(N=N1)OC1=CC=C(C=C1)C(C=CC1=CC=C(C=C1)Br)=O